2-(1H-pyrazol-1-yl)-6-((trimethylsilyl)ethynyl)pyrazine N1(N=CC=C1)C1=NC(=CN=C1)C#C[Si](C)(C)C